1,2-dimethyl-1,2,3,4-cyclobutanetetracarboxylic acid CC1(C(C(C1C(=O)O)C(=O)O)(C(=O)O)C)C(=O)O